CN1C=2C=3C=CC=C([C@H](C/C=C/[C@H](C(NC2C=N1)=O)C)NC(OC(C)(C)C)=O)C3 tert-butyl N-[(9R,10E,13S)-3,9-dimethyl-8-oxo-3,4,7-triazatricyclo[12.3.1.02,6]octadeca-1(18),2(6),4,10,14,16-hexaen-13-yl]carbamate